4-bromo-2,6-dimethylheptane-3,5-dione BrC(C(C(C)C)=O)C(C(C)C)=O